1-cyclopropyl-6-[4-[3-(4-methylpiperazin-1-yl)propoxy]phenoxy]indazole-5-carboxamide C1(CC1)N1N=CC2=CC(=C(C=C12)OC1=CC=C(C=C1)OCCCN1CCN(CC1)C)C(=O)N